tert-butyl (S,5R)-4-cyano-1-(2,5-difluorophenyl)-3-azabicyclo[3.1.0]hexane-3-carboxylate C(#N)C1N(C[C@]2(C[C@@H]12)C1=C(C=CC(=C1)F)F)C(=O)OC(C)(C)C